C1(=CC=CC=C1)C1=C2C=CC=CC2=C(C2=CC3=CC=CC=C3C=C12)C1=CC=CC=C1 5,12-diphenyl-tetracene